sodium 1,4,7,10,13-pentaoxoniacyclopentadecane [OH+]1CC[OH+]CC[OH+]CC[OH+]CC[OH+]CC1.[Na+]